N1CCC(CC1)N1C(OCCCC1)=O 3-(piperidin-4-yl)-1,3-oxazepan-2-one